C(CCCCCCCCCCCCCCCCCCCCC)N(CCCO)CCC behenyl-propyl-hydroxypropyl-amine